(S)-4-((1-(4-chloro-8-(2-(2-hydroxypropan-2-yl)pyrimidin-5-yl)-1-oxo-2-phenyl-1,2-dihydroisoquinolin-3-yl)ethyl)amino)pyrido[2,3-d]pyrimidin-5(8H)-one ClC1=C(N(C(C2=C(C=CC=C12)C=1C=NC(=NC1)C(C)(C)O)=O)C1=CC=CC=C1)[C@H](C)NC=1C2=C(N=CN1)NC=CC2=O